C(C)OC(=C)C1=C2C(=NC=C1)C(CC2)(O)C 4-(1-ethoxyvinyl)-7-methyl-6,7-dihydro-5H-cyclopenta[b]pyridin-7-ol